5,6-diethyl-2,3-dihydro-1H-inden-2-ylamine C(C)C=1C=C2CC(CC2=CC1CC)N